COB(O)C1=CC(=NC=C1C(=O)OC)C methyl-(5-(methoxycarbonyl)-2-methylpyridin-4-yl)boronic acid